4-(aminomethyl)piperidine-1-carboxylic acid-2-methylpropan-2-yl ester CC(C)(C)OC(=O)N1CCC(CC1)CN